CC=1C=C(C=CC1)C(C)O 1-(3-methylphenyl)-1-ethanol